N1C=C(C2=CC=CC=C12)C=1NC=C(N1)C(=O)C1=CC(=C(C(=C1)OC)OC)OC [2-(1H-INDOL-3-YL)-1H-IMIDAZOL-4-YL](3,4,5-TRIMETHOXYPHENYL)METHANONE